FC1=C(C(=C(C(=C1[2H])[2H])[2H])[2H])[2H] 1-fluorobenzene-2,3,4,5,6-d5